ClC=1C=C(C=CC1C(NC1C2CN(CC12)C(=O)C1CCNCC1)=O)NC(=O)C=1N(C(=CN1)C=1C(=NN(C1)C1CC1)C(F)(F)F)C N-(3-chloro-4-((exo-3-(piperidine-4-carbonyl)-3-azabicyclo[3.1.0]hexan-6-yl)carbamoyl)phenyl)-5-(1-cyclopropyl-3-(trifluoromethyl)-1H-pyrazol-4-yl)-1-methyl-1H-imidazole-2-carboxamide